(6S,8R)-2-chloro-N-(5-(difluoromethyl)-6-(2H-1,2,3-triazol-2-yl)pyridin-3-yl)-8-methyl-8-(trifluoromethyl)-7,8-dihydro-6H-cyclopenta[e]pyrazolo[1,5-a]pyrimidine-6-carboxamide ClC1=NN2C(N=CC3=C2[C@@](C[C@@H]3C(=O)NC=3C=NC(=C(C3)C(F)F)N3N=CC=N3)(C(F)(F)F)C)=C1